C(C)(C)(C)C1=CN=C(O1)CSC1=CN=C(S1)NC(=O)C1CCN(CC1)CC=1C=C2CN(C(C2=C(C1)F)=O)C1C(NC(CC1)=O)=O N-(5-(((5-(tert-butyl)oxazol-2-yl)methyl)thio)thiazol-2-yl)-1-((2-(2,6-dioxopiperidin-3-yl)-7-fluoro-1-oxoisoindolin-5-yl)methyl)piperidine-4-carboxamide